O=C1NC=CC(=C1)NC(C1=CC=C(C=C1)C(F)(F)F)=O N-(2-oxo-1,2-dihydropyridin-4-yl)-4-(trifluoromethyl)benzamide